C(C)OC(=O)O[C@H]1C[C@H]2[C@H](C[C@H]3[C@@H]4CC[C@H]([C@@H](CCC(=O)O)C)[C@]4(CC[C@@H]3[C@]2(CC1)C)C)CC.C(C1=CC=CC=C1)OC(=O)CC1=CC=CC=C1 benzyloxycarbonyl-toluene 3α-(ethoxycarbonyl)oxy-6α-ethyl-5β-cholan-24-oate